N1N=CC(=C1)C1=CC=C(C=C1)C1=CC(=NN1)NC1=C(C=C(C=C1)NC(OC)=O)C methyl (4-((5-(4-(1H-pyrazol-4-yl)phenyl)-1H-pyrazol-3-yl)amino)-3-methylphenyl)carbamate